O=C1NC=C(C=C1C1=CC=C(C(=O)OC)C=C1)NC1=CC=CC=C1 Methyl 4-(2-oxo-5-(phenylamino)-1,2-dihydropyridin-3-yl)benzoate